4-decen CCCC=CCCCCC